((1-(4-(tert-butyl)phenyl)-2,2-difluorovinyl)oxy)trimethylsilane C(C)(C)(C)C1=CC=C(C=C1)C(=C(F)F)O[Si](C)(C)C